C(C)(C)(C)C1=CC=C(C(=N1)OC1=C(C=C(C=C1C)C)C)C(=O)NS(=O)(=O)C1=NC=CC=C1 6-tert-Butyl-N-(2-pyridylsulfonyl)-2-(2,4,6-trimethylphenoxy)pyridin-3-carboxamid